COC1(CC(CC1)C(=O)OC)OC methyl 3,3-dimethoxycyclopentanecarboxylate